N-methoxy-N-methyl-3-(1H-pyrazol-3-yl)cyclopent-2-ene-1-carboxamide CON(C(=O)C1C=C(CC1)C1=NNC=C1)C